Methyl 4-(4-{7'-[(1R,3R)-3-(oxan-2-yloxy)cyclohexyl]-6'-oxospiro[cyclopropane-1,5'-pyrrolo[2,3-d]pyrimidin]-2'-ylamino}piperidin-1-ylsulfonyl)pyridine-2-carboxylate O1C(CCCC1)O[C@H]1C[C@@H](CCC1)N1C(C2(C3=C1N=C(N=C3)NC3CCN(CC3)S(=O)(=O)C3=CC(=NC=C3)C(=O)OC)CC2)=O